C1(=C(C=CC=C1)C#CC1=NNC2=CC=C(C=C12)C(=O)N1[C@H](C(NCC1)=O)C1=CC=CC=C1)C1=CC=CC=C1 (S)-4-(3-([1,1'-Biphenyl]-2-ylethynyl)-1H-indazole-5-carbonyl)-3-phenylpiperazin-2-one